FC=1C(=C2C(=NC(=NN2C1)N[C@@H]1[C@@H](CN(CC1)C1COC1)F)OC)C=1C=CC2=C(N(N=N2)CCCF)C1 6-fluoro-N-((3R,4S)-3-fluoro-1-(oxetan-3-yl)piperidin-4-yl)-5-(1-(3-fluoropropyl)-1H-benzo[d][1,2,3]triazol-6-yl)-4-methoxypyrrolo[2,1-f][1,2,4]triazin-2-amine